4-(8-(3,4-dichlorophenyl)-3,8-diazabicyclo[3.2.1]octane-3-carbonyl)-6-nitroquinolin-2(1H)-one ClC=1C=C(C=CC1Cl)N1C2CN(CC1CC2)C(=O)C2=CC(NC1=CC=C(C=C21)[N+](=O)[O-])=O